3,3-difluoro-4-((R)-3-hydroxy-2-oxopyrrolidin-1-yl)piperidine-1-carboxylic acid tert-butyl ester C(C)(C)(C)OC(=O)N1CC(C(CC1)N1C([C@@H](CC1)O)=O)(F)F